(2S,5R)-5-(hydroxymethyl)-2-methyl-4-(5,6,7-trichloro-1-(2-isopropyl-6-methylphenyl)-2-oxo-1,2-dihydropyrido[2,3-d]pyrimidin-4-yl)piperazine-1-carboxylic acid tert-butyl ester C(C)(C)(C)OC(=O)N1[C@H](CN([C@H](C1)CO)C=1C2=C(N(C(N1)=O)C1=C(C=CC=C1C)C(C)C)N=C(C(=C2Cl)Cl)Cl)C